Diethyl (3-hydroxy-5-methoxybenzyl)phosphonate OC=1C=C(CP(OCC)(OCC)=O)C=C(C1)OC